CC1(NC[C@@H](C1)C)C (R)-2,2,4-Tri-methylpyrrolidin